O1-tert-butyl O2-methyl (2S,4S)-4-[tert-butoxycarbonyl-[6-[[2-[3-(methylamino)propyl]-4-pyridyl]amino]-2-pyridyl]amino]pyrrolidine-1,2-dicarboxylate C(C)(C)(C)OC(=O)N([C@H]1C[C@H](N(C1)C(=O)OC(C)(C)C)C(=O)OC)C1=NC(=CC=C1)NC1=CC(=NC=C1)CCCNC